ClC1=CC(=C(C=C1)S(=O)(=O)NCCNC(=O)[C@H]1N(C[C@@H](C1)O)C([C@H](C(C)(C)C)N1N=NC(=C1)C1CC1)=O)F (2S,4r)-N-[2-[(4-chloro-2-fluoro-phenyl)sulfonylamino]ethyl]-1-[(2S)-2-(4-cyclopropyltriazol-1-yl)-3,3-dimethyl-butyryl]-4-hydroxy-pyrrolidine-2-carboxamide